4-(1-phenylethyl)1,3-dihydroxybenzene C1(=CC=CC=C1)C(C)C1=C(C=C(C=C1)O)O